2,5-dimethoxy-tetrahydrofuran COC1OC(CC1)OC